5-(5-(3,5-dichlorophenyl)-5-(trifluoromethyl)-4,5-dihydroisoxazol-3-yl)-N-((tetrahydro-2H-pyran-2-yl)methyl)-5,6-dihydro-4H-thieno[2,3-c]pyrrole-2-carboxamide ClC=1C=C(C=C(C1)Cl)C1(CC(=NO1)N1CC2=C(C1)C=C(S2)C(=O)NCC2OCCCC2)C(F)(F)F